C(CCCC(C)C)(=O)O isoheptanoic acid